C(C1CO1)OCCC[Si](O[SiH3])(C1CC(CCC1)C)C1CC(CCC1)C (3-glycidoxypropyl)bis(3-methylcyclohexyl)disiloxane